OC1=C2C(=C3C(=C(COC3=C1C=O)CC(=O)N1CCOCC1)C)OCO2 4-hydroxy-9-methyl-8-(2-(N-morpholinyl)-2-oxoethyl)-7H-[1,3]dioxolo[4,5-f]chromen-5-carbaldehyde